4-oxo-3-(pyridin-3-yl)-3,4-dihydro-quinazoline-6-carbaldehyde O=C1N(C=NC2=CC=C(C=C12)C=O)C=1C=NC=CC1